C(C)(C)(C)OC(=O)N1N=CC(=C1)C1=CC2=C(C(NC=3C(CCCC23)O)=O)S1.N(=C=S)C1=CC=CC(=N1)C#N 6-isothiocyanatopyridinecarbonitrile tert-butyl-4-(6-hydroxy-4-oxo-4,5,6,7,8,9-hexahydrothieno[2,3-c]quinolin-2-yl)-1H-pyrazole-1-carboxylate